N1(CCCCC1)CCCCCN 5-(piperidin-1-yl)pentan-1-amine